FC1=C2CN(C(NC2=CC=C1)=O)CC(=O)OC methyl 2-(5-fluoro-2-oxo-1,4-dihydroquinazolin-3-yl)acetate